Cl.NC(C(=O)O)C1=CC=C(C=C1)Cl 2-amino-2-(4-chlorophenyl)ethanoic acid hydrochloride